OC(C)(C)C1=CC=CC(=N1)NC(=O)C1=C(C(=O)O)C=C(C=C1)C(F)(F)F 2-{[6-(2-hydroxypropan-2-yl)pyridin-2-yl]carbamoyl}-5-(trifluoromethyl)benzoic acid